ClC1=C(C(=O)O[C@@H]2C[C@@H](C2)C(=O)OCC)C=C(C(=C1)F)N1C(N(C(N(C1=O)C)=S)C)=O (Cis)-(3-ethoxycarbonylcyclobutyl) 2-chloro-5-(3,5-dimethyl-2,6-dioxo-4-thioxo-1,3,5-triazin-1-yl)-4-fluoro-benzoate